F[C@@H]1CN(C[C@H](C1)NC1=NC=CC(=N1)C1=C(N=C(S1)C)OC=1C=NC(=CC1C)NS(=O)(=O)CC(F)(F)F)C(=O)OC(C)(C)C tert-butyl (3S,5S)-3-fluoro-5-[[4-[2-methyl-4-[[4-methyl-6-(2,2,2-trifluoroethylsulfonylamino)-3-pyridyl]oxy]thiazol-5-yl]pyrimidin-2-yl]amino]piperidine-1-carboxylate